O=C(C(=O)N)N1C(N=C2C=CC=CC2=C1)=O dioxo-3(2H)-quinazolineacetamide